ClC=1C(=C2C(=NC1)NC(=N2)C2=CC=C(C=C2)N2CCN(CC2)C(=O)C2=CC=NC=C2)NC2CCN(CC2)CC 6-Chloro-N-(1-ethylpiperidin-4-yl)-2-{4-[4-(pyridin-4-ylcarbonyl)piperazin-1-yl]phenyl}-3H-imidazo[4,5-b]pyridin-7-amine